C12(CCC(CC1)C2)F norbornyl-fluorine